C1(CC1)C1=NNC(=N1)C1CC2(CN(C2)C(=O)N2CC3(C2)CC(C3)CN3N=C(C=C3C(F)F)C)C1 [6-(3-cyclopropyl-1H-1,2,4-triazol-5-yl)-2-azaspiro[3.3]heptan-2-yl]-[6-[[5-(difluoromethyl)-3-methyl-pyrazol-1-yl]methyl]-2-azaspiro[3.3]heptan-2-yl]methanone